1-((3R,5R,8R,9S,10S,13S,14S,17S)-3-hydroxy-3,10,13-trimethyl-hexadecahydro-1H-cyclopenta[a]phenanthren-17-yl)-2-(5-(methylsulfonyl)-2H-benzo[d][1,2,3]triazol-2-yl)ethanone O[C@@]1(CC[C@@]2([C@H]3CC[C@@]4([C@H](CC[C@H]4[C@@H]3CC[C@@H]2C1)C(CN1N=C2C(=N1)C=CC(=C2)S(=O)(=O)C)=O)C)C)C